NCCCC(=O)N[C@@H](CCCCNC(COCCOCCOCCOCCOCCOCCOCCOCCOC)=O)C(NCC(NCC(NCC(=O)OC(C)(C)C)=O)=O)=O (S)-tert-butyl 34-(4-aminobutanamido)-28,35,38,41-tetraoxo-2,5,8,11,14,17,20,23,26-nonaoxa-29,36,39,42-tetraazatetratetracontan-44-oate